CC(C(N=C=O)N=C=O)(CC(CC)C)C 2,2,4-trimethyldiisocyanatohexane